1-cyclobutyl-5-(2,6-dichloro-4-nitrophenoxy)pyridin-2(1H)-one C1(CCC1)N1C(C=CC(=C1)OC1=C(C=C(C=C1Cl)[N+](=O)[O-])Cl)=O